ClC=1C=CC(=C(C1)C1=C2C(=NC(=C1)C)C(=C(S2)C)C(=O)O)OCCN2C(=NC1=CC(=C(C(=C1C2=O)C#N)N2CCN(CC2)C)S(=O)(=O)C)C 7-(5-Chloro-2-(2-(5-cyano-2-methyl-6-(4-methylpiperazin-1-yl)-7-(methylsulfonyl)-4-oxoquinazolin-3(4H)-yl)ethoxy)phenyl)-2,5-dimethylthieno[3,2-b]pyridine-3-carboxylic acid